ClC1=CC=C(C=C1)C(CCC(=O)O)(C)C 4-(4-chlorophenyl)-4-methylpentanoic acid